diselenite [Se](=O)([O-])O[Se](=O)[O-]